BrC1=CC2=C(C(C(O2)=O)(C)C)C=C1 6-bromo-3,3-dimethylbenzofuran-2(3H)-one